(Z)-2-(5-fluoro-1-(4-dimethylaminobenzylidene)-2-methyl-1H-inden-3-yl)propanoic acid FC=1C=C2C(=C(/C(/C2=CC1)=C/C1=CC=C(C=C1)N(C)C)C)C(C(=O)O)C